5-(3-amino-4-fluorophenyl)-2-(6-(pyrrolidin-1-yl)pyridin-3-yl)-6,7-dihydrothiazolo[5,4-c]pyridin-4(5H)-one NC=1C=C(C=CC1F)N1C(C2=C(CC1)N=C(S2)C=2C=NC(=CC2)N2CCCC2)=O